(S)-3'-ethyl-7-(hydroxymethyl)-5-(1-methyl-4-(trifluoromethyl)-1H-pyrazol-3-yl)-3,4,5',6',7',8'-hexahydro-1H-[2,5'-biisoquinolin]-1-one C(C)C=1N=CC=2CCC[C@@H](C2C1)N1C(C2=CC(=CC(=C2CC1)C1=NN(C=C1C(F)(F)F)C)CO)=O